BrC1=C(C(OC2=CC(=CC=C12)N1C[C@@H](NCC1)C)=O)C=1N=C2N(C=C(N=C2C)C)C1 (S)-4-bromo-3-(6,8-dimethylimidazo[1,2-a]pyrazin-2-yl)-7-(3-methylpiperazin-1-yl)-2H-chromen-2-one